BrC1=CC=C(C=C1)N(C(=O)[C@H]1N(C[C@@H](C1)OCC(=O)O)C([C@H](C(C)(C)C)NC(=O)C1=CC2=C(S1)C=CC(=C2)C(P(=O)(O)O)(F)F)=O)CCC(=O)O 3-((2S,4R)-N-(4-bromophenyl)-4-(carboxymethoxy)-1-((S)-2-(5-(difluoro(phosphono)methyl)benzo[b]thiophene-2-carboxamido)-3,3-dimethylbutanoyl)pyrrolidine-2-carboxamido)propanoic acid